3-[(2-methoxy-1,2-dimethyl-propyl)amino]benzoate COC(C(C)NC=1C=C(C(=O)[O-])C=CC1)(C)C